4-[[2-(5-chloro-2-methoxy-phenyl)acetyl]amino]pyridine-2-carboxylic acid ClC=1C=CC(=C(C1)CC(=O)NC1=CC(=NC=C1)C(=O)O)OC